3-Ethyl-5-(2-hydroxybenzyl)-4-oxo-4,5,6,7-tetrahydropyrazolo[1,5-a]pyrazine-2-carboxylic acid (5-trifluoromethyl-[1,3,4]thiadiazol-2-yl) amide FC(C1=NN=C(S1)NC(=O)C1=NN2C(C(N(CC2)CC2=C(C=CC=C2)O)=O)=C1CC)(F)F